O.[Na+].[Na+].[Ca+2].C(CN(CC(=O)[O-])CC(=O)[O-])N(CC(=O)[O-])CC(=O)[O-] ethylenediaminetetraacetic acid calcium disodium salt hydrate